N-(1-cyclopropylcyclopropyl)isoxazole-3-carboxamide C1(CC1)C1(CC1)NC(=O)C1=NOC=C1